tert-butyl (R*)-((8-bromo-10,11-dihydrobenzo[6,7]oxepino[3,2-b]pyridin-11-yl)methyl)carbamate BrC=1C=CC2=C(C[C@@H](C3=NC=CC=C3O2)CNC(OC(C)(C)C)=O)C1 |o1:7|